p-methoxycinnamoyl-glycine COC1=CC=C(C=CC(=O)NCC(=O)O)C=C1